OCT-7-ENAL C(CCCCCC=C)=O